FC(OC1=C(C(=C(C(=C1F)F)F)F)S(=O)(=O)Cl)F 2-(difluoromethoxy)-3,4,5,6-tetrafluoro-benzenesulfonyl chloride